O1C(COCC1)CCOC=1C=NC=CC1C#N 3-[2-(1,4-dioxan-2-yl)ethoxy]pyridine-4-carbonitrile